6-(4-((S)-4-((S)-3-Oxo-4-(trifluoromethyl)-3,5,6,7-tetrahydro-2H-cyclopenta[c]pyridazin-7-yl)morpholine-2-carbonyl)piperazin-1-yl)nicotinonitrile O=C1C(=C2C(=NN1)[C@H](CC2)N2C[C@H](OCC2)C(=O)N2CCN(CC2)C2=NC=C(C#N)C=C2)C(F)(F)F